ClC1=C(C=C2C=C(N=CC2=C1)NC([C@@H](C)C1CC1)=O)C1CCN(CC1)[C@@]1(COC[C@@H]1O)C (S)-N-(7-chloro-6-(1-((3R,4R)-4-hydroxy-3-methyltetrahydrofuran-3-yl)piperidin-4-yl)isoquinolin-3-yl)-2-cyclopropylpropanamide